6-(2-methoxy-3-methylphenyl)-2-(pyrimidin-2-yl)-5,6,7,8-tetrahydrophthalazin-1(2H)-one COC1=C(C=CC=C1C)C1CC=2C=NN(C(C2CC1)=O)C1=NC=CC=N1